C(C)(C)C=1C2=C(C(N(N1)CC(=O)N[C@@H](C)C1=CC=C(C=C1)OC(F)(F)F)=O)N(N=C2)C2=CC=CC=C2 (S)-2-(4-isopropyl-7-oxo-1-phenyl-1,7-dihydro-6H-pyrazolo[3,4-d]pyridazin-6-yl)-N-(1-(4-(trifluoromethoxy)phenyl)ethyl)acetamide